3-(2-chlorophenyl)-7-fluoro-2-methyl-4-oxo-2,3-dihydro-1H-quinoline-5-carboxylic acid methyl ester COC(=O)C=1C=2C(C(C(NC2C=C(C1)F)C)C1=C(C=CC=C1)Cl)=O